[2-[(2-Methylpropan-2-yl)oxycarbonyl]pyrazolo[1,5-a]pyridin-5-yl]boronic Acid CC(C)(C)OC(=O)C1=NN2C(C=C(C=C2)B(O)O)=C1